N1=CN=C(C=C1)C=1C=CC(=NC1)N 5-(pyrimidin-4-yl)pyridin-2-amin